2-(1H-benzo[d]imidazol-2-yl)-N1,N1-dimethyl-N4-(4-pyrazin-2-ylphenyl)benzene-1,4-diamine N1C(=NC2=C1C=CC=C2)C2=C(C=CC(=C2)NC2=CC=C(C=C2)C2=NC=CN=C2)N(C)C